(3S)-3-(2-formyl-3-hydroxyphenoxymethyl)morpholine C(=O)C1=C(OC[C@H]2NCCOC2)C=CC=C1O